ClC1=CC(=C(C(=O)OC)C=C1)C=1N=CN(C(C1)=O)[C@H]1CCC[C@H](C(NC=2C=NN(C2C=2C=CN=C1C2)C)=O)C methyl 4-chloro-2-{1-[(9R,13S)-3,9-dimethyl-8-oxo-3,4,7,15-tetraazatricyclo[12.3.1.02,6]octadeca-1(18),2(6),4,14,16-pentaen-13-yl]-6-oxo-1,6-dihydropyrimidin-4-yl}benzoate